CN[SiH3] monomethylaminosilane